FC=1C(=NC=CC1)[C@H]1[C@@H](CC1)C=1NC(C2=C(N1)N(N=C2C#N)[C@@H](C)C=2C=NC(=CC2)C(F)(F)F)=O 6-((1R,2R)-2-(3-Fluoropyridin-2-yl)cyclobutyl)-4-oxo-1-((S)-1-(6-(trifluoromethyl)pyridin-3-yl)ethyl)-4,5-dihydro-1H-pyrazolo[3,4-d]pyrimidin-3-carbonitril